OC[C@@H](C1=CC=CC=C1)NC(CCC1=NC=2C(=NC=CC2)N1CC1=CC=C(C=C1)OC(F)(F)F)=O N-((R)-2-Hydroxy-1-phenyl-ethyl)-3-[3-(4-trifluoromethoxy-benzyl)-3H-imidazo[4,5-b]pyridin-2-yl]-propionamide